OC(=O)C(F)(F)F.N1CCC(CC1)C=1C=CC(=NC1)NC1C(NC(CC1)=O)=O 3-[[5-(4-piperidinyl)-2-pyridinyl]amino]piperidine-2,6-dione TFA salt